CN(C1=CC=C(C=C1)P(C1=CC=CC=C1)C1=CC=CC=C1)C (p-dimethylaminophenyl)diphenylphosphine